C(#C)C1=CC=C(C=C1)C1=CC=NC=C1 4-(4-ethynylphenyl)pyridine